OC1(CC=C(C2=CC=CC=C12)O)C(=O)SCCNC(CCNC([C@@H](C(COP(OP(OC[C@@H]1[C@H]([C@H]([C@@H](O1)N1C=NC=2C(N)=NC=NC12)O)OP(=O)(O)O)(=O)O)(=O)O)(C)C)O)=O)=O 1,4-dihydroxynaphthoyl-CoA